C(CCCCCCC)OC1CCC(CC1)CCC(=O)O 3-(4-(octyloxy)cyclohexyl)propionic acid